Calcium magnesium silicat [Si]([O-])([O-])([O-])[O-].[Mg+2].[Ca+2]